BrC=1C=C(N(N1)C1(CC1)C#N)C(=O)O 5-bromo-2-(1-cyanocyclopropyl)pyrazole-3-carboxylic acid